O\N=C(\C(=O)NCC[Se]SC1=CC=CC=C1)/CC1=CC=CC=C1 (E)-2-(hydroxyimino)-3-phenyl-N-(2-((phenylthio)selanyl)ethyl)propanamide